Oxazoline-4-carboxylic acid O1C=NC(C1)C(=O)O